tert-butyl 4-[(3S)-3-(benzyloxy)-5-[2,3-dimethoxy-5-(methoxycarbonyl)phenoxy] pentyl]-1,4-diazepane-1-carboxylate C(C1=CC=CC=C1)O[C@@H](CCN1CCN(CCC1)C(=O)OC(C)(C)C)CCOC1=C(C(=CC(=C1)C(=O)OC)OC)OC